C(C)(=O)N1CCC(CC1)CCN1N=C(C(=C1)Cl)C(=O)NC1=NC=C(C=C1C)C#CC1=CC(=CC=C1)F 1-(2-(1-acetylpiperidin-4-yl)ethyl)-4-chloro-N-(5-((3-fluorophenyl)ethynyl)-3-methylpyridin-2-yl)-1H-pyrazol-3-carboxamide